C(CCCCCCCCCCC)(=O)N(C)CC(=O)O LAUROYL-SARCOSINE